The molecule is a alpha-D-GalpA-(1->4)-D-GalpA in which the anomeric hydroxy group has alpha- configuration. It has a role as a bacterial xenobiotic metabolite. It is a conjugate acid of an alpha-D-GalpA-(1->4)-alpha-D-GalpA(2-). [C@@H]1([C@H]([C@H](O[C@@H]([C@@H]1O)O[C@@H]2[C@@H]([C@H]([C@H](O[C@@H]2C(=O)O)O)O)O)C(=O)O)O)O